C(CCCCC(=O)OC)(=O)OC Hexanedioic acid, 1,6-dimethyl ester